COC=1C(=NC(=CC1)C#CCCCC1=CC=CC=C1)C=O 3-methoxy-6-(5-phenylpent-1-yn-1-yl)pyridinecarboxaldehyde